FC1=CC(=C2C=CN(C2=C1)S(=O)(=O)C)C1=CC=C2NC(C=3N(C2=C1C(F)(F)F)C(=NN3)C)(C)C 8-(6-Fluoro-1-methylsulfonyl-1H-indol-4-yl)-1,4,4-trimethyl-9-(trifluoromethyl)-5H-[1,2,4]triazolo[4,3-a]quinoxaline